FC=1C=C(CNS(=O)(=O)C2=CC=C(C=C2)NC(\C=C\C2=CC=NC=C2)=O)C=CC1 (E)-N-(4-(N-(3-fluorobenzyl)sulfamoyl)phenyl)-3-(pyridin-4-yl)acrylamide